8-((2,6-Difluoro-4-(5-oxopyrrolidin-3-yl)phenyl)-λ3-iodanylidene)-6,10-dioxaspiro[4.5]decane-7,9-dione FC1=C(C(=CC(=C1)C1CNC(C1)=O)F)I=C1C(OC2(CCCC2)OC1=O)=O